COC1=CC=C(CN(C=2C(=C(C(=C(C2F)C)CC(F)F)B(O)O)F)CC2=CC=C(C=C2)OC)C=C1 (3-(bis(4-Methoxybenzyl)amino)-6-(2,2-difluoroethyl)-2,4-difluoro-5-methylphenyl)boronic acid